5-Amino-N-(3-chloro-4-fluorophenyl)-3-(3-(4-(2-methoxyethoxy)phenyl)cyclopentyl)-1-methyl-1H-pyrazole-4-carboxamide NC1=C(C(=NN1C)C1CC(CC1)C1=CC=C(C=C1)OCCOC)C(=O)NC1=CC(=C(C=C1)F)Cl